CN(C(=O)N)CCCC N-methyl-N-butylurea